acryloyloxy-butyric acid C(C=C)(=O)OC(C(=O)O)CC